C(CCC)(C1=C(C(=CC=C1C)C(C)(C)C)O)C1=C(C(=CC=C1C)C(C)(C)C)O butylidenedi(3-methyl-6-t-butylphenol)